2-bromo-5,6-dimethoxy-3-methylcyclohexa-2,5-diene-1,4-dione BrC=1C(C(=C(C(C1C)=O)OC)OC)=O